C(C1=CC=CC=C1)OCCOC[C@H](OCCN1N=CC(=C1)C1=NN(C2=CC=C(C=C12)O[Si](C)(C)C(C)(C)C)C1OCCCC1)C [3-[1-[2-[(1R)-2-(2-benzyloxyethoxy)-1-methyl-ethoxy]ethyl]pyrazol-4-yl]-1-tetrahydropyran-2-yl-indazol-5-yl]oxy-tert-butyl-dimethyl-silane